dihydrophenanthrobenzene C1CC=CC=2C=3C=CC4=C(C=CC=C4)C3C=CC12